FC=1C=CC(=C2C(=NN(C12)COCC[Si](C)(C)C)CCN(C(C)C)C)OC N-(2-(7-fluoro-4-methoxy-1-((2-(trimethylsilyl)ethoxy)methyl)-1H-indazol-3-yl)ethyl)-N-methylpropan-2-amine